(4-methoxybenzyl)benzofuran-7-amine COC1=CC=C(CC=2OC3=C(C2)C=CC=C3N)C=C1